3-(4-((((1H)-Indazol-5-yl)amino)pyrimidin-2-yl)phenyl)-N-cyclopropylacrylamide N1N=CC2=CC(=CC=C12)NC1=NC(=NC=C1)C1=CC=C(C=C1)C=CC(=O)NC1CC1